C(CCCN(CC(C)O)CCC(=O)N)N(CC(C)O)CCC(=O)N butane-1,4-diylbis((2-hydroxypropyl)azanediyl)dipropanamide